C(C1=CC=CC=C1)OC1=C(C=CC=C1F)C1=CC(=CC=C1F)C[C@]1(C[C@H](CC1)NS(=O)(=O)C)C=1OC=C(N1)CCl N-((1S,3R)-3-((2'-(benzyloxy)-3',6-difluoro-[1,1'-biphenyl]-3-yl)methyl)-3-(4-(chloromethyl)oxazol-2-yl)cyclopentyl)methanesulfonamide